C(C)(C)(C)OC(=O)C1=CC=NC2=CC=C(C=C12)CCCOC 6-(3-methoxypropyl)quinoline-4-carboxylic acid tert-butyl ester